tert-butyl 4-[2-[(2-fluoro-4-pyridyl)amino]-8-[2-(2-hydroxyethoxy)ethyl]-7-oxo-pyrido[2,3-d]pyrimidin-6-yl]-8-methyl-2,3-dihydroquinoxaline-1-carboxylate FC1=NC=CC(=C1)NC=1N=CC2=C(N1)N(C(C(=C2)N2CCN(C1=C(C=CC=C21)C)C(=O)OC(C)(C)C)=O)CCOCCO